C(=O)O.CN1N=CC=2C1=C(N=NC2C2=C(C=C(C=C2)C(F)(F)F)O)N[C@H]2CN(CCC2)C 2-[1-methyl-7-[[(3R)-1-methyl-3-piperidinyl]amino]pyrazolo[3,4-d]pyridazin-4-yl]-5-(trifluoromethyl)phenol formate salt